ClC=1C(=CC2=C(N=C(N=C2N[C@H](C)C2=C(C(=CC=C2)C(F)(F)F)F)C)N1)C1CCN(CC1)C(C)C (R)-7-chloro-N-(1-(2-fluoro-3-(trifluoromethyl)phenyl)ethyl)-6-(1-isopropylpiperidin-4-yl)-2-methylpyrido[2,3-d]pyrimidin-4-amine